(rac)-(2s,4s)-2-(6-(4-Cyclopropyl-2-methylphenyl)-3-azabicyclo[4.1.0]heptan-3-carbonyl)-7-oxa-5-azaspiro[3.4]octan-6-on C1(CC1)C1=CC(=C(C=C1)C12CCN(CC2C1)C(=O)C1CC2(C1)NC(OC2)=O)C